FC(CC[Sn](N(CC)CC)(N(CC)CC)N(CC)CC)(F)F 3,3,3-trifluoropropyltris(diethylamino)tin